ClC=1C=CC2=C(NC(=N2)CNC(=O)[C@@H]2CC[C@H](CC2)NC(OC(C)(C)C)=O)C1 tert-butyl (trans-4-(((6-chloro-1H-benzo[d]imidazol-2-yl)methyl)carbamoyl)cyclohexyl)carbamate